C(=CC)OC=CC monopropenyl ether